OCC=1C=2N(C(=CC1)OC)N=CC2C(=O)OCC Ethyl 4-(hydroxymethyl)-7-methoxypyrazolo[1,5-a]pyridine-3-carboxylate